FC1(CCC2=C1N=C(N=C2C2=CC1=C([C@H](CO1)NC(OC)=O)C=C2)N2[C@H]([C@@H](C2)O)C)F Methyl N-[(3R)-6-[7,7-difluoro-2-[(2S,3R)-3-hydroxy-2-methyl-azetidin-1-yl]-5,6-dihydrocyclopenta[d]pyrimidin-4-yl]-2,3-dihydrobenzofuran-3-yl]carbamate